2-fluoro-6-(4,4,5,5-tetramethyl-1,3,2-dioxaborolan-2-yl)aniline FC1=C(N)C(=CC=C1)B1OC(C(O1)(C)C)(C)C